methyl 5-methoxy-1-(2,2,2-trifluoroethyl)-1H-indazole-3-carboxylate COC=1C=C2C(=NN(C2=CC1)CC(F)(F)F)C(=O)OC